NC(C(N[C@H](C(=O)OC(C)(C)C)CCC(C=[N+]=[N-])=O)=O)CCCCNC(CCOCCOCCOCCSCCCCC[C@@H]1SC[C@@H]2NC(N[C@@H]21)=O)=O tert-Butyl (2S)-5-amino-2-(4-diazo-3-oxobutyl)-4,11-dioxo-28-((3aS,4S,6aR)-2-oxohexahydro-1H-thieno[3,4-d]imidazol-4-yl)-14,17,20-trioxa-23-thia-3,10-diazaoctacosanoate